Cl.N[C@@H]1C(CCC[C@H]1C1=C(C2=NC(=CC(=C2S1)NCC=1SC=CC1)Cl)Br)=O (2S,3R)-2-amino-3-(3-bromo-5-chloro-7-((thiophen-2-ylmethyl)amino)thieno[3,2-b]pyridin-2-yl)cyclohexan-1-one hydrochloride